tert-butyl (S)-4-(1-methoxy-1-oxopropan-2-yl)-2,2-dimethylpiperazine-1-carboxylate COC([C@H](C)N1CC(N(CC1)C(=O)OC(C)(C)C)(C)C)=O